ClC=1C(=CC2=C(C[C@](O2)(C2=CC=CC=C2)CNC)C1C1=C(C(=NC=C1C(=O)N)OCCOC)F)F 4-((2S,4S)-5-Chloro-6-fluoro-2-((methylamino)methyl)-2-phenyl-2,3-dihydrobenzofuran-4-yl)-5-fluoro-6-(2-methoxyethoxy)nicotinamide